3-METHYLPYRIDINE-4-BORONIC ACID CC=1C=NC=CC1B(O)O